N[C@H]1[C@@H](C[C@H](OC1)C(=O)N1[C@H](C2=CC=CC=C2CC1)C1=CC=C(C=C1)F)O ((2S,4R,5R)-5-amino-4-hydroxytetrahydro-2H-pyran-2-yl)((S)-1-(4-fluorophenyl)-3,4-dihydroisoquinolin-2(1H)-yl)methanone